4-Chloro-2-(acridin-3-yl)-1-p-toluenesulfonyl-1H-pyrrolo[2,3-b]pyridine-5-carbonitrile ClC1=C2C(=NC=C1C#N)N(C(=C2)C=2C=CC1=CC3=CC=CC=C3N=C1C2)S(=O)(=O)C2=CC=C(C)C=C2